COC1=NC=CC(=C1N1CCC(CC1)N1C(N(C=2C([C@H]1C)=CN(N2)C)CC2=C(C=CC=C2)C(F)(F)F)=O)C(F)(F)F |o1:19| (R)- or (S)-5-(2'-Methoxy-4'-trifluoromethyl-3,4,5,6-tetrahydro-2H-[1,3']bipyridinyl-4-yl)-2,4-dimethyl-7-(2-trifluoromethylbenzyl)-2,4,5,7-tetrahydro-pyrazolo[3,4-d]pyrimidin-6-one